[C@@H](C)(CC)OC1=NC=2N(C=C1C(=O)O)C=C(N2)C21COC(C2)(C1)C |r| rac-(R)-7-(sec-butoxy)-2-(1-methyl-2-oxabicyclo[2.1.1]hexan-4-yl)imidazo[1,2-a]pyrimidine-6-carboxylic acid